2-(6-chloro-[1,1'-biphenyl]-3-yl)-4,6-diphenyl-1,3,5-triazine ClC1=CC=C(C=C1C1=CC=CC=C1)C1=NC(=NC(=N1)C1=CC=CC=C1)C1=CC=CC=C1